CC1=C(C=2C(=CC=NC2)N1)C1=NC=CC(=C1)NCCC 2-{2-methyl-1H-pyrrolo[2,3-d]pyridin-3-yl}-N-propylpyridin-4-amine